ClC1=C(C(=NC=C1)C#N)CC1N(C(C2=CC=CC(=C12)C)=O)CC1=CC2=C(NC(O2)=O)C=C1 4-chloro-3-((7-methyl-3-oxo-2-((2-oxo-2,3-dihydrobenzo[d]oxazol-6-yl)methyl)isoindolin-1-yl)methyl)picolinonitrile